CN(C(C(C)C)=O)C N,N-dimethylDimethylacetamide